2-(N-(4-(4-(2-(4,4-difluoropiperidin-1-yl)-5-fluoropyrimidin-4-yl)-1H-pyrazol-1-yl)-3-(6-Azaspiro[2.5]octan-6-yl)phenyl)sulfamoyl)acetic acid methyl ester COC(CS(NC1=CC(=C(C=C1)N1N=CC(=C1)C1=NC(=NC=C1F)N1CCC(CC1)(F)F)N1CCC2(CC2)CC1)(=O)=O)=O